2-(mercaptomethyl)propane-1,3-diol SCC(CO)CO